FC(C=1C=CC2=C(N=C(O2)C2=C3C=C(N=CC3=C(N=C2)NC)NC(=O)C2CC2)C1)F N-(5-(5-(difluoromethyl)benzo[d]oxazol-2-yl)-8-(methylamino)-2,7-naphthyridin-3-yl)cyclopropanecarboxamide